divinyl (trimethylsilyl) phosphate P(=O)(OC=C)(OC=C)O[Si](C)(C)C